2-methoxyimino-3-[(2-methylthiazol-5-yl)methyl]-1H-quinazolin-4-one CON=C1NC2=CC=CC=C2C(N1CC1=CN=C(S1)C)=O